[Cl-].C(=O)(O)C1C(CCC2=CC=C(C=C12)OC=1C=C(C=CC1)C1=CC(=CC=C1)C(F)(F)F)[NH3+] carboxy-7-((3'-(trifluoromethyl)-[1,1'-biphenyl]-3-yl)oxy)-1,2,3,4-tetrahydronaphthalene-2-aminium chloride